ClC=1C(=C2N=CC=NC2=C(C1)C1=CC=C(C=C1)OC(F)(F)F)C(CO)O.[K] (R)-potassium 1-(6-chloro-8-(4-(trifluoromethoxy)phenyl)quinoxalin-5-yl)ethane-1,2-diol